FC1=C(C=C(C(=C1)NC1=NC=C(C(=N1)NC)C(F)(F)F)OC)C(CC(=O)OCC)C[N+](=O)[O-] ethyl 3-(2-fluoro-5-methoxy-4-((4-(methylamino)-5-(trifluoromethyl) pyrimidin-2-yl) amino) phenyl)-4-nitrobutyrate